4-chloro-7-(2-chloro-4-fluorobenzyl)-7H-pyrrolo[2,3-d]pyrimidine ClC=1C2=C(N=CN1)N(C=C2)CC2=C(C=C(C=C2)F)Cl